1-(4,6-bis(trifluoromethyl)pyridin-2-yl)-N-(4-fluorophenyl)-N-methyl-azetidine-2-carboxamide FC(C1=CC(=NC(=C1)C(F)(F)F)N1C(CC1)C(=O)N(C)C1=CC=C(C=C1)F)(F)F